N1=C(C=CC=C1)CN1C=C(C2=CC=CC=C12)C(=O)NC1=C(C(=O)O)C=C(C=C1)F 2-[1-(pyridin-2-ylmethyl)-1H-indole-3-carboxamido]-5-fluorobenzoic acid